FC1=CC=C(CN2C(=C(C=C2C)\C(\C(\C)=N\NC(NCC)=S)=N/NC(NCC)=S)C)C=C1 (2E,2'E)-2,2'-(1-(1-(4-fluorobenzyl)-2,5-dimethyl-1H-pyrrol-3-yl)propane-1,2-diylidene)bis(N-ethylhydrazine-1-carbothioamide)